C1=CC(=C(C(=C1)C(=O)O)O)C(=O)O The molecule is a benzenedicarboxylic acid that is isophthalic acid in which the hydrogen at position 2 is substituted by a hydroxy group. It is a hydroxybenzoic acid, a member of phenols and a benzenedicarboxylic acid. It derives from an isophthalic acid.